(R)-1-(5-chloropyridin-2-yl)-2,2,2-trifluoroethan-1-amine hydrochloride Cl.ClC=1C=CC(=NC1)[C@H](C(F)(F)F)N